((2-bromo-3-fluorophenyl)diazenyl)-2-cyano-N-propylacetamide BrC1=C(C=CC=C1F)N=NC(C(=O)NCCC)C#N